2-cyanomethyl-3H-quinazoline-4-on C(#N)CC1=NC2=CC=CC=C2C(N1)=O